FC1=CC=C(C=C1)N1N=NC2=C(C1=O)C=CC=C2 3-(4-Fluorophenyl)benzo[d][1,2,3]triazin-4(3H)-one